1-(benzenesulfonyl)-N-[(3-methyl-1,2-oxazol-5-yl)methyl]-1H-pyrazole-3-carboxamide C1(=CC=CC=C1)S(=O)(=O)N1N=C(C=C1)C(=O)NCC1=CC(=NO1)C